BrC1=NC=CC(=C1)C=1OC2=C(N1)C=C(C=C2)OC 2-(2-bromo-pyridin-4-yl)-5-methoxybenzo[D]oxazole